C(C)OC([C@@H](NC1=CC=C(C=C1)S(=O)(=O)C)CO)=O (-)-p-methylsulfonylphenylserine ethyl ester